[Si](C)(C)(C(C)(C)C)OC1CC2N(CC1)C(NC2=O)=O 7-[(tert-butyldimethylsilyl)oxy]-hexahydroimidazo[1,5-a]pyridine-1,3-dione